carboxymethyl-2-imino-3-phosphonoimidazolidine C(=O)(O)CN1C(N(CC1)P(=O)(O)O)=N